2-(5-acetyl-3-chloro-7-methyl-1-oxoisoquinolin-2(1H)-yl)acetonitrile C(C)(=O)C1=C2C=C(N(C(C2=CC(=C1)C)=O)CC#N)Cl